ClC1=C(CC=2NC=C(N2)C2=CC(=C(C=C2)Cl)Cl)C(=CC=C1)Cl 2-(2,6-dichlorobenzyl)-4-(3,4-dichlorophenyl)imidazole